(R)-6-(trifluoromethyl)-5,6,7,8-tetrahydroimidazo[1,2-a]pyridine-2-carboxylic acid FC([C@@H]1CCC=2N(C1)C=C(N2)C(=O)O)(F)F